isopropyl-iridium(III) C(C)(C)[Ir+2]